C1(CCCC1)\C(=C(/C=1C=C2C=NNC2=CC1)\C1=CC=C(C=C1)/C=C/C(=O)O)\C1=CC=CC=C1 (E)-3-(4-((E)-2-cyclopentyl-1-(1H-indazol-5-yl)-2-phenylvinyl)phenyl)acrylic acid